FC1=C(C=CC(=C1)S(=O)(=O)C)C=1N=C2SC=NN2C1 6-(2-fluoro-4-(methylsulfonyl)phenyl)imidazo[2,1-b][1,3,4]thiadiazole